behenoic acid C(CCCCCCCCCCCCCCCCCCCCC)(=O)O